1-{4-[5-(2-Chlorobiphenyl-4-yl)-[1,2,4]-oxadiazol-3-yl]-benzyl}-4-ethylpiperidine-4-carboxylic acid ClC1=C(C=CC(=C1)C1=NC(=NO1)C1=CC=C(CN2CCC(CC2)(C(=O)O)CC)C=C1)C1=CC=CC=C1